C(CCC)OCCN 2-butoxyethan-1-amine